1,1,2,3-pentanetetracarboxylic acid C(C(C(CC)C(=O)O)C(=O)O)(C(=O)O)C(=O)O